NC1=NC(=C(C(=N1)C=1OC=CC1)C#N)SC 2-amino-4-(furan-2-yl)-6-(methylthio)pyrimidine-5-carbonitrile